7-(2-hydroxyethoxy)-1-methyl-2-oxo-4-(6-(pyrrolidin-1-yl)-2,3-dihydrobenzo[e][1,4]oxazepine-1(5H)-yl)-1,2-dihydroquinazoline-6-carbonitrile OCCOC1=C(C=C2C(=NC(N(C2=C1)C)=O)N1CCOCC2=C1C=CC=C2N2CCCC2)C#N